tert-butyl 5-methylspiro[1H-isobenzofuran-3,4'-piperidine]-1'-carboxylate CC=1C=C2C(=CC1)COC21CCN(CC1)C(=O)OC(C)(C)C